CC=1C(=C(C=C(C1)C)O)C1=NC2=NC(=CC=C2C=C1)C1C[C@@H]2CN([C@H]1C2)C 3,5-dimethyl-2-[7-[(1S,4S)-2-methyl-2-azabicyclo[2.2.1]heptan-6-yl]-1,8-naphthyridin-2-yl]phenol